C(C)C1=C(C(=C(N1CC)C(=O)O)C#CC1=CC=C(C=C1)F)C(=O)O.NC=CC[C@@]1([C@H](O)[C@H](O)[C@@H](CO)O1)N1C(=O)N=C(N)C=C1 3-aminoallyl-cytidine diethyl-3-((4-fluorophenyl)ethynyl)-1H-pyrrole-2,4-dicarboxylate